(2R,4S)-2-(3-fluorophenyl)-4-hydroxypyrrolid FC=1C=C(C=CC1)C=1[N-]C=C(C1)O